5-bromo-1-ethyl-4-((1-(4-fluoro-2-iodophenyl)-1H-imidazol-5-yl)methyl)-1H-pyrazole BrC1=C(C=NN1CC)CC1=CN=CN1C1=C(C=C(C=C1)F)I